8-((1H-indol-6-yl)sulfonyl)-5-chloro-3-hydroxyquinazoline-2,4(1H,3H)-dione N1C=CC2=CC=C(C=C12)S(=O)(=O)C=1C=CC(=C2C(N(C(NC12)=O)O)=O)Cl